5-[(2,6-dimethylphenyl)methyl]-6-fluoro-1,1-dioxo-4H-1,2,4-benzothiadiazin-3-ol CC1=C(C(=CC=C1)C)CC1=C(C=CC2=C1NC(=NS2(=O)=O)O)F